C(#N)[C@@H]1C[C@@]2(CN1C([C@H](CC(C)C)N(C(=O)C=1NC3=CC(=CC(=C3C1)F)F)C)=O)C(NC1=CC=C(C=C12)C(=C)C)=O N-((S)-1-((3R,5'S)-5'-cyano-2-oxo-5-(prop-1-en-2-yl)spiro[indoline-3,3'-pyrrolidin]-1'-yl)-4-methyl-1-oxopentan-2-yl)-4,6-difluoro-N-methyl-1H-indole-2-carboxamide